C1(CC1)CN1C2=C(C=C1C(=O)OCC)C=C(S2)C ethyl 6-(cyclopropylmethyl)-2-methyl-6H-thieno[2,3-b]pyrrole-5-carboxylate